1-(2-(benzyloxy)ethyl)-4-fluoropyrrolidin-3-ol C(C1=CC=CC=C1)OCCN1CC(C(C1)F)O